1-((2-pentadecyl-1,3-dioxolan-4-yl)methoxy)propan-2-ol C(CCCCCCCCCCCCCC)C1OCC(O1)COCC(C)O